O1CCNCC(C1)NC=1N=NC(=C2C1C=NC=C2)C2=C(C=C(C=C2)C(F)(F)F)O 2-{4-[(1,4-oxazepan-6-yl)amino]pyrido[3,4-d]pyridazin-1-yl}-5-(trifluoromethyl)phenol